Isopropyl-Sodium stearoyl-glutamate C(CCCCCCCCCCCCCCCCC)(=O)N[C@@H](CCC(=O)O)C(=O)O.C(C)(C)[Na]